C(COCCOCCOCCOCCOCCOCCOCCOCCOCCOCCOCCO)O 3,6,9,12,15,18,21,24,27,30,33-undecaoxapentatriacontane-1,35-diol